CN(CCCCCCCCCCCC)C di-methyldodecylamine